2-hydroxy-5-(2-((2-methoxy-4-(4-(4-methylpiperazin-1-yl)piperidin-1-yl)phenyl)amino)-4-(phenylamino)pyrimidin-5-yl)-4-methylbenzaldehyde OC1=C(C=O)C=C(C(=C1)C)C=1C(=NC(=NC1)NC1=C(C=C(C=C1)N1CCC(CC1)N1CCN(CC1)C)OC)NC1=CC=CC=C1